chromium-silver-gold [Au].[Ag].[Cr]